C(C)(C)OC(=O)N1CCC(CC1)OC=1C=C(C(=O)O)C=CN1 2-((1-(Isopropoxycarbonyl)piperidin-4-yl)oxy)isonicotinic acid